(3-(4-(2-Methoxy-4-methylpyrimidin-5-yl)benzyl)-1,2,3-oxadiazol-3-ium-5-yl)((3-((phenylmethyl)sulfonamido)-5-(trifluoromethyl)phenyl)carbamoyl)amide COC1=NC=C(C(=N1)C)C1=CC=C(C[N+]2=NOC(=C2)[N-]C(NC2=CC(=CC(=C2)C(F)(F)F)NS(=O)(=O)CC2=CC=CC=C2)=O)C=C1